tert-butyl-1-oxo-6-phenyl-1,3-dihydrospiro[indene-2,4'-piperidine]-1'-carboxylate C(C)(C)(C)OC(=O)N1CCC2(CC1)C(C1=CC(=CC=C1C2)C2=CC=CC=C2)=O